(±)-trans-4-cyclohexyl-N-[3-(pyridin-3-yl)phenyl]pyrrolidine-3-carboxamide C1(CCCCC1)[C@H]1[C@@H](CNC1)C(=O)NC1=CC(=CC=C1)C=1C=NC=CC1 |r|